4-(2-(3-(3-methoxyphenyl)-1H-pyrazol-1-yl)-7-(3-methyl-1H-pyrazol-5-yl)pyrazolo[1,5-a][1,3,5]triazin-4-yl)morpholine COC=1C=C(C=CC1)C1=NN(C=C1)C1=NC=2N(C(=N1)N1CCOCC1)N=C(C2)C2=CC(=NN2)C